ethyl (R)-1-(1-((tert-butoxycarbonyl) amino) propan-2-yl)-3-(4-fluorophenyl)-1H-pyrazole-5-carboxylate C(C)(C)(C)OC(=O)NC[C@@H](C)N1N=C(C=C1C(=O)OCC)C1=CC=C(C=C1)F